2-(2-METHYlSulfinylethyl)pyrazole-3-carboxylic acid CS(=O)CCN1N=CC=C1C(=O)O